bismuth tris(2-ethylacetate) C(C)CC(=O)[O-].C(C)CC(=O)[O-].C(C)CC(=O)[O-].[Bi+3]